FC1=C2C(=CN(C2=CC=C1F)COCC[Si](C)(C)C)B1OC(C(O1)(C)C)(C)C 4,5-difluoro-3-(4,4,5,5-tetramethyl-1,3,2-dioxaborolan-2-yl)-1-((2-(trimethylsilyl)ethoxy)methyl)-1H-indole